ClC=1C(=NC(=C(C1)F)C1=C(C=C(C=C1)OC(F)F)F)C(=O)OC Methyl 3-chloro-6-(4-(difluoromethoxy)-2-fluorophenyl)-5-fluoropicolinate